(+/-)-trans-tert-Butyl 3-{[(3-Cyanophenyl)sulfonyl]methyl}-4-(4-methoxyphenyl)piperidine-1-carboxylate C(#N)C=1C=C(C=CC1)S(=O)(=O)C[C@@H]1CN(CC[C@H]1C1=CC=C(C=C1)OC)C(=O)OC(C)(C)C |r|